1-(2-fluoroethyl)azetidin-3-amine hydrochloride Cl.FCCN1CC(C1)N